C(C)[C@]1(C(OCC=2C(N3CC=4C(=NC=5C=CC(=C6C5C4CCC6)CO)C3=CC21)=O)=O)O (S)-9-ethyl-9-hydroxy-4-(hydroxymethyl)-1,2,3,9,12,15-hexahydro-10h,13h-benzo[de]pyrano[3',4':6,7]indolizino[1,2-b]quinoline-10,13-dione